tert-butyl N-(4-bromobenzenesulfonyl)carbamate BrC1=CC=C(C=C1)S(=O)(=O)NC(OC(C)(C)C)=O